CN(C(=O)NC1=CC(=NC=C1)NC=1SC2=NC(=CC=C2N1)C1=CC=NC=C1)C 1,1-dimethyl-3-(2-((5-(pyridin-4-yl)thiazolo[5,4-b]pyridin-2-yl)amino)pyridin-4-yl)urea